[6-(2-methylpyrazolo[1,5-a]pyridin-5-yl)-3,6-dihydro-2H-pyran-4-yl] trifluoromethanesulfonate FC(S(=O)(=O)OC=1CCOC(C1)C1=CC=2N(C=C1)N=C(C2)C)(F)F